CCCCCCCC/C=C\\CC(=O)CC(=O)SCCNC(=O)CCNC(=O)[C@@H](C(C)(C)COP(=O)([O-])OP(=O)([O-])OC[C@@H]1[C@H]([C@H]([C@@H](O1)N2C=NC3=C(N=CN=C32)N)O)OP(=O)([O-])[O-])O The molecule is a 3-oxo-fatty acyl CoA(4-) obtained by deprotonation of phosphate and diphosphate OH groups of (5Z)-3-oxotetradecenoyl-CoA; major species at pH 7.3. It is a 3-oxo-fatty acyl-CoA(4-), a long-chain fatty acyl-CoA(4-) and a monounsaturated fatty acyl-CoA(4-). It is a conjugate base of a (5Z)-3-oxotetradecenoyl-CoA.